methyl-(N,N-diisopropylamine) phosphoramidite P(O)(O)N.CN(C(C)C)C(C)C